1-(2-chloro-5-((2R,4R)-2-(2,5-difluorophenyl)-4-fluoropyrrolidin-1-yl)pyrazolo[1,5-a]pyrimidin-3-yl)-3-((1S,2R)-2-fluorocyclopropyl)thiourea ClC1=NN2C(N=C(C=C2)N2[C@H](C[C@H](C2)F)C2=C(C=CC(=C2)F)F)=C1NC(=S)N[C@@H]1[C@@H](C1)F